(2R)-N-tert-butyl-2-({2-chloro-5H,6H,7H-cyclopenta[d]pyrimidin-4-yl}amino)-3-methylbutanamide C(C)(C)(C)NC([C@@H](C(C)C)NC=1C2=C(N=C(N1)Cl)CCC2)=O